ClC1=C(C=NN(C1=O)C1CCN(CC1)C(=O)OC(C)(C)C)NCC1COCCS1(=O)=O tert-butyl 4-[5-chloro-4-[(4,4-dioxo-1,4-oxathian-3-yl)methylamino]-6-oxo-pyridazin-1-yl]piperidine-1-carboxylate